(Z)-9-tetradecenoic acid-2-ethyl-1-butyl ester C(C)C(COC(CCCCCCC\C=C/CCCC)=O)CC